4-ethylphenyl-propan-2-ol C(C)C1=CC=C(C=C1)CC(C)O